NC1=NC(=NN2C1=NC=C2CC2=CC(=CC(=C2)OCCNC)OC)O[C@@H](CCO)CCC |o1:25| (R or S)-3-((4-amino-7-(3-methoxy-5-(2-(methylamino)ethoxy)benzyl)imidazo[2,1-f][1,2,4]triazin-2-yl)oxy)hexan-1-ol